C(=O)C1=C2C=CC(=CC2=CC=C1)NC(OC(C)(C)C)=O TERT-BUTYL (5-FORMYL-2-NAPHTHYL)CARBAMATE